ClC1=NN(C=C1N(C(=O)C=1C=NC(=NC1)C1CC1)CC=1C=CC=2C3=C(C(=NC2C1)NCC1=C(C=C(C=C1)OC)OC)COC3)C N-(3-chloro-1-methyl-1H-pyrazol-4-yl)-2-cyclopropyl-N-[(4-{[(2,4-dimethoxyphenyl)methyl]amino}-1H,3H-furo[3,4-c]quinolin-7-yl)methyl]pyrimidine-5-carboxamide